CC1N(CCOC1CC(C)=O)C=1SC=C(C1)C Methyl-[4-methylthiophenyl]-2-morpholinepropanone